[Cu]Br.BrC1=C(C=C(C=C1Cl)C#N)N1[C@H](CN(CC1)C(=O)OC(C)(C)C)C tert-butyl (S)-4-(2-bromo-3-chloro-5-cyanophenyl)-3-methylpiperazine-1-carboxylate Copper(I) bromide